ClC1=CC=C(C=C1)C(CC1NS(OC2=C1C=CC=C2)(=O)=O)=O 1-(4-chlorophenyl)-2-(2,2-dioxido-3,4-dihydrobenzo[e][1,2,3]oxathiazin-4-yl)ethan-1-one